4-((2-Methoxy-3-(1-methyl-1H-1,2,4-triazol-3-yl)phenyl)amino)-N-(methyl-d3)-6-(5-methyl-4H-1,2,4-triazol-3-yl)pyridazin-3-carboxamide COC1=C(C=CC=C1C1=NN(C=N1)C)NC1=C(N=NC(=C1)C1=NN=C(N1)C)C(=O)NC([2H])([2H])[2H]